2,4,6(1H,3H,5H)pyrimidinetrione N1C(NC(CC1=O)=O)=O